ClC=1C=C(C(=O)O)C=C(C1C1=CN(C2=NC=C(C=C21)C=2C(=NOC2C)C)[C@@H]2COCC2)OC2CCC2 (S)-3-chloro-5-cyclobutoxy-4-(5-(3,5-dimethylisoxazol-4-yl)-1-(tetrahydrofuran-3-yl)-1H-pyrrolo[2,3-b]pyridin-3-yl)benzoic acid